C(C)N1N=C(C(N(C1=O)C1=CC=C(C=C1)F)=O)C(=O)NC1=CC(=C(C=C1)OC1=C2C(=NC=C1)NN=C2N[C@H](CO)C)F (S)-2-ethyl-N-(3-fluoro-4-((3-((1-hydroxypropan-2-yl)amino)-1H-pyrazolo[3,4-b]pyridin-4-yl)oxy)phenyl)-4-(4-fluorophenyl)-3,5-dioxo-2,3,4,5-tetrahydro-1,2,4-triazine-6-carboxamide